ClC1=NC=CC=C1C1=NC=NC=C1 4-(2-chloropyridin-3-yl)pyrimidine